CN(CCCCN(C)C)C N,N,N',N'-tetramethylbutane-1,4-diamine